(S)-3-(6-(2,3-dimethylphenyl)-4-((3-(trifluoromethyl)phenyl)-sulfonyl)-3,4-dihydro-2H-benzo[b][1,4]oxazin-2-yl)propanoic acid CC1=C(C=CC=C1C)C1=CC2=C(O[C@H](CN2S(=O)(=O)C2=CC(=CC=C2)C(F)(F)F)CCC(=O)O)C=C1